ClC1=C(CN2C3=NC=NC(=C3N=C2C=2C(=CC(=NC2)OCCN2CCN(CC2)C(=O)OC(C)(C)C)C)OC2(CC2)C)C=CC=C1 Tert-butyl 4-(2-((5-(9-(2-chlorobenzyl)-6-(1-methylcyclopropoxy)-9H-purin-8-yl)-4-methylpyridin-2-yl)oxy)ethyl)piperazine-1-carboxylate